(2R,3S,4S)-2-{[4-(5-chlorothiophen-2-yl)phenyl]methyl}-4-hydroxypyrrolidin-3-yl N-[(3-fluorophenyl)methyl]carbamate FC=1C=C(C=CC1)CNC(O[C@H]1[C@H](NC[C@@H]1O)CC1=CC=C(C=C1)C=1SC(=CC1)Cl)=O